1-(1-methyl-6-(1-(3-((4-((5-vinylpyrimidin-2-yl)amino)piperidin-1-yl)sulfonyl)benzyl)-piperidin-4-yl)-1H-indazol-3-yl)dihydropyrimidine-2,4(1H,3H)-dione CN1N=C(C2=CC=C(C=C12)C1CCN(CC1)CC1=CC(=CC=C1)S(=O)(=O)N1CCC(CC1)NC1=NC=C(C=N1)C=C)N1C(NC(CC1)=O)=O